C(N)(=N)C1=CC=C(CNC(=O)C=2C=NN(C2C2CC2)CC2=CC=C(C=C2)CC#N)C=C1 N-(4-carbamimidoylbenzyl)-1-(4-(cyanomethyl)benzyl)-5-cyclopropyl-1H-pyrazole-4-carboxamide